3,3-difluoro-1-(6-(1H-indazol-5-yl)thieno[2,3-b]pyridin-2-yl)cyclobutanol FC1(CC(C1)(O)C1=CC=2C(=NC(=CC2)C=2C=C3C=NNC3=CC2)S1)F